(R)-4'-methyl-3,4,5,6-tetrahydro-[1,1'-biphenyl]-3-ol CC1=CC=C(C=C1)C1=C[C@@H](CCC1)O